CC1=CC=C(C=C1)S(=O)(=O)OCCOCCOC1OCCCC1 2-(2-tetrahydropyran-2-yloxyethoxy)ethyl 4-methylbenzenesulfonate